FC1=C(C=CC(=C1)F)C1=CC(=NO1)C(=O)N1CC2=CC=CC=C2C(C1)C1=C2N(N=C1)CCC2 [5-(2,4-difluorophenyl)isoxazol-3-yl]-[4-(5,6-dihydro-4H-pyrrolo[1,2-b]pyrazol-3-yl)-3,4-dihydro-1H-isoquinolin-2-yl]methanone